tert-Butyl((4-(iodomethyl)benzyl)oxy)dimethylsilane C(C)(C)(C)[Si](C)(C)OCC1=CC=C(C=C1)CI